racemic-3-(((8-(4-(trifluoromethyl)phenyl)-1,6-naphthyridin-5-yl)amino)methyl)isothiazolidine 1,1-dioxide FC(C1=CC=C(C=C1)C=1C=NC(=C2C=CC=NC12)NC[C@@H]1NS(CC1)(=O)=O)(F)F |r|